8-amino-N-{4-[2-(3,3-difluoro-1,4'-bipiperidin-1'-yl)-2-oxoethyl]-1,3-thiazol-2-yl}-4,4-dimethyl-4,5-dihydro-1H-pyrazolo[4,3-H]quinazoline-3-carboxamide NC1=NC=2C3=C(C(CC2C=N1)(C)C)C(=NN3)C(=O)NC=3SC=C(N3)CC(=O)N3CCC(CC3)N3CC(CCC3)(F)F